7,8-dichlorothiochroman-4-one ClC1=CC=C2C(CCSC2=C1Cl)=O